NC1=NC=C(C2=C1C(=NN2C)C2=CC(=C(C=C2)NS(=O)(=O)C(F)F)O[C@@H](C)C2=CC=C(C=C2)F)C2=CC(=NC=C2)OC (S)-N-(4-(4-amino-7-(2-methoxypyridin-4-yl)-1-methyl-1H-pyrazolo[4,3-c]pyridin-3-yl)-2-(1-(4-fluorophenyl)ethoxy)phenyl)-1,1-difluoromethanesulfonamide